ClC=1C=C(C=2N(N1)C(=CN2)C(C)C)N(C(OC(C)(C)C)=O)CC2=C(C=CC=C2)OC tert-butyl (6-chloro-3-isopropylimidazo[1,2-b]pyridazin-8-yl)(2-methoxybenzyl)carbamate